C(C1=CC=CC=C1)C(C(=O)N)OC1=CC=2N(C3=CC=CC=C3C2C=C1)C benzyl-2-((9-methyl-9H-carbazol-2-yl)oxy)acetamide